ClC=1C=CC(=C(C1)N1CC(N(CC1=O)C(C(=O)NC1=CC=C(C(=O)O)C=C1)CC1=CC=CC=C1)=O)C#N 4-(2-(4-(5-chloro-2-cyanophenyl)-2,5-dioxopiperazin-1-yl)-3-phenylpropanamido)benzoic acid